γ-glycidoxypropyl-methoxyethoxydimethylsilane C(C1CO1)OCCC[Si](C)(C)OCCOC